4-[4-[(3R)-3-methyl-4-Morpholinyl]-6-[1-(methylsulfonyl)cyclopropyl]-2-pyrimidinyl]-1H-indole C[C@H]1N(CCOC1)C1=NC(=NC(=C1)C1(CC1)S(=O)(=O)C)C1=C2C=CNC2=CC=C1